[Cl-].NC1=C(C=C(C=C1)[C+](C1=CC(=C(C=C1)N)C)C1=CC(=C(C=C1)N)C)C tri-(4-amino-3-methylphenyl)carbenium chloride